C1(CCCC1)N1N=CC(=C1)C=1C=C2C(=NC1)NC=C2 5-(1-cyclopentyl-1H-pyrazol-4-yl)-1H-pyrrolo[2,3-b]pyridine